C(C)N1CCC(CC1)N1N=CC(=C1)C=1C=C(C(=NC1)N)C1=NC(=NO1)C1=CC=CC=C1 5-(1-(1-ethylpiperidin-4-yl)-1H-pyrazol-4-yl)-3-(3-phenyl-1,2,4-oxadiazol-5-yl)pyridin-2-amine